(E)-4-(3-((2-aminophenyl)amino)-3-oxoprop-1-en-1-yl)-N-((1-benzylpiperidin-4-yl)methyl)-2-methoxybenzamide NC1=C(C=CC=C1)NC(/C=C/C1=CC(=C(C(=O)NCC2CCN(CC2)CC2=CC=CC=C2)C=C1)OC)=O